NC1(CC1)C#CC1=NC(=CC=C1)N1CCOCC1 2-[2-(1-aminocyclopropyl)ethynyl]-6-(morpholin-4-yl)pyridin